BrC=1C=CC(=NC1)C(=O)N1CCC2(C(N3[C@H](O2)CC[C@H]3C3=CC(=CC(=C3)F)F)=O)CC1 (5'S,7a'R)-1-(5-bromo-pyridine-2-carbonyl)-5'-(3,5-difluorophenyl)tetrahydro-3'H-spiro[piperidine-4,2'-pyrrolo[2,1-b][1,3]-oxazol]-3'-one